(1R,2S)-1-amino-7-fluoro-2,3-dihydro-1H-inden-2-ol N[C@H]1[C@H](CC2=CC=CC(=C12)F)O